BrC1=CC=C(C=C1)\C=C\C(=O)C1=C(C=C(C=C1C)C)O 4-Bromo-2'-hydroxy-4',6'-dimethylchalcone